ClC=1C=C(C(=NC1)C=1C(=C(C=NC1)CC1=C(C(=NC=C1)N)F)C)F 4-[[5-(5-chloro-3-fluoro-2-pyridyl)-4-methyl-3-pyridyl]methyl]-3-fluoro-pyridin-2-amine